C(C)(C)OC1=C(C(=CC=C1)OC(C)C)C1=CC=CC=C1 2,6-diisopropyloxy-1,1-biphenyl